C1(=CC=C(C=C1)C1(CC=C(C=C1)C1=CC=C(C=C1)N(C1=CC=CC=C1)C1=CC=C(C=C1)C1=CC=CC=C1)NC1=CC=CC=C1)C1=CC=CC=C1 4,N4'-bis([1,1'-biphenyl]-4-yl)-N4,N4'-diphenyl-[1,1'-biphenyl]-4,4'-diamine